4-((2-((6,6-dimethyl-4,5,6,7-tetrahydrobenzo[d]thiazol-7-yl)amino)-3,4-dioxocyclobut-1-en-1-yl)amino)-3-hydroxy-N,N-dimethylpicolinamide CC1(C(C2=C(N=CS2)CC1)NC1=C(C(C1=O)=O)NC1=C(C(=NC=C1)C(=O)N(C)C)O)C